ClC=1C2=CNN=C2C(=C(C1)C1=CC(=C(C=C1)OCCN(C)C)CC)Cl 4,7-dichloro-6-(4-(2-(dimethylamino)ethoxy)-3-ethylphenyl)-2H-indazole